methylisoprene methacrylate C(C(=C)C)(=O)O.CC=CC(C)=C